C(C(C)C)(=O)NC1=CC=C(OC2=CC=C(C=C2)NC(C(C)C)=O)C=C1 N-[4-[4-(isobutyrylamino)phenoxy]phenyl]-2-methyl-propionamide